(S)-N-((S)-1-cyano-2-((S)-2-oxopyrrolidin-3-yl)ethyl)-6-(4-methoxy-1H-indole-2-carbonyl)-6-azaspiro[3.4]octane-7-carboxamide C(#N)[C@H](C[C@H]1C(NCC1)=O)NC(=O)[C@H]1N(CC2(CCC2)C1)C(=O)C=1NC2=CC=CC(=C2C1)OC